3-((tert-Butyldimethylsilyl)oxy)-3-methyl-5'-oxo-2'-(2-phenylquinolin-7-yl)-5',6'-dihydro-4'H-spiro[cyclobutane-1,7'-pyrazolo[1,5-a]pyrimidine]-3'-carboxamide [Si](C)(C)(C(C)(C)C)OC1(CC2(CC(NC=3N2N=C(C3C(=O)N)C3=CC=C2C=CC(=NC2=C3)C3=CC=CC=C3)=O)C1)C